FC(C=1C=C(C2=C(C(=NO2)N(CCO)C(C)C=2N(N=CN2)C2=NC=CC=N2)C1)C(F)(F)F)(F)F 2-[[5,7-bis(trifluoromethyl)-1,2-benzoxazol-3-yl]-[1-(2-pyrimidin-2-yl-1,2,4-triazol-3-yl)ethyl]amino]ethanol